[F-].[NH4+].[Si] silicon ammonium fluoride salt